ON(C(C)=O)CC[C@H]1O[C@@H]([C@H]([C@H]([C@@H]1O)O)O)O N-hydroxy-N-(2-((2R,3S,4S,5S,6S)-3,4,5,6-tetrahydroxytetrahydro-2H-pyran-2-yl)ethyl)acetamide